2-(6-bromo-1,2,3,4-tetrahydroquinolin-4-ylidene)acetonitrile BrC=1C=C2C(CCNC2=CC1)=CC#N